CC1=CC=CC2=C(C3=CC=CC=C3C(=C12)OC(CCCCC)=O)OC(CCCCC)=O 1-methyl-9,10-bis(n-hexanoyloxy)anthracene